C(#N)C1=C(C=CC=C1)C(C(C)C=1N(C(C(=C(N1)C(=O)OCC)OC)=O)C)C=1C=NN(C1)CC(C)(C)OC ethyl 2-[1-(2-cyanophenyl)-1-[1-(2-methoxy-2-methylpropyl)pyrazol-4-yl]propan-2-yl]-5-methoxy-1-methyl-6-oxopyrimidine-4-carboxylate